5-((1-(3-(3-Aminopropoxy)phenyl)-1H-imidazol-4-yl)amino)pyrazine-2-carbonitrile NCCCOC=1C=C(C=CC1)N1C=NC(=C1)NC=1N=CC(=NC1)C#N